((3R)-4-amino-3-methyl-1,3-dihydrofuro[3,4-c][1,7]naphthyridin-8-yl)((3S,5R)-3-(6-chloro-3-pyridinyl)-5-methyl-4-morpholinyl)methanone NC1=NC=2C=NC(=CC2C2=C1[C@H](OC2)C)C(=O)N2[C@H](COC[C@H]2C)C=2C=NC(=CC2)Cl